N1CCC1 azetane